(S)-4-(2-(4-(5-chloro-2-propionylphenyl)-5-methoxy-2-oxopyridin-1(2H)-yl)-3-phenylpropionylamino)benzoic acid ClC=1C=CC(=C(C1)C1=CC(N(C=C1OC)[C@H](C(=O)NC1=CC=C(C(=O)O)C=C1)CC1=CC=CC=C1)=O)C(CC)=O